5α-hydroxy-6β-[3-(4-tert-butoxycarbonylaminobutyl-tert-butoxycarbonylamino)propylamino]cholestan-3β-ol O[C@]12[C@@H](C[C@H]3[C@@H]4CC[C@H]([C@@H](CCCC(C)C)C)[C@]4(CC[C@@H]3[C@]2(CC[C@@H](C1)O)C)C)NCCCN(C(=O)OC(C)(C)C)CCCCNC(=O)OC(C)(C)C